OC1=CC=C(C=C1)C(C(=O)[O-])(C1=CC=CC=C1)C1=CC=C(C=C1)O Bis(4-hydroxyphenyl)phenylacetat